O[C@@H]1CC(NC1)=O (3S,4R)-4-hydroxy-2-oxopyrrolidin